4,6-bis(3-(9H-carbazole-9-yl)phenyl)pyrimidine C1=CC=CC=2C3=CC=CC=C3N(C12)C=1C=C(C=CC1)C1=NC=NC(=C1)C1=CC(=CC=C1)N1C2=CC=CC=C2C=2C=CC=CC12